Vinylmethyldibutoxysilane C(=C)C[SiH](OCCCC)OCCCC